BrC1=C(C=CC=C1)C=1N=C(N(C1)COCC[Si](C)(C)C)[C@H](CC=C)NC(OC(C)(C)C)=O (S)-tert-Butyl 1-(4-(2-bromophenyl)-1-((2-(trimethylsilyl)ethoxy)methyl)-1H-imidazol-2-yl)but-3-enylcarbamate